C(C)(=O)C1=NN(C2=CC=C(C=C12)C=1C=NC(=NC1)C)CC(=O)N1C2CC[C@H]([C@H]1C(=O)NC1=NC(=CC=C1C)Br)C2 (3S,4S)-2-(2-(3-acetyl-5-(2-methylpyrimidin-5-yl)-1H-indazol-1-yl)acetyl)-N-(6-bromo-3-methylpyridin-2-yl)-2-azabicyclo[2.2.1]heptane-3-carboxamide